2-furanylboronic acid O1C(=CC=C1)B(O)O